ethyl (2S,5S)-7-(dimethylcarbamoyl)-13-heptyl-2-isobutyl-3,14-dioxo-1,4-diazacyclotetradecane-5-carboxylate CN(C(=O)C1C[C@H](NC([C@@H](NC(C(CCCCC1)CCCCCCC)=O)CC(C)C)=O)C(=O)OCC)C